ClC=1C=CC2=C([C@@H](C[C@@H](O2)C(=O)NC23CCC(C2)(C3)N3N=CC(=C3)OCCCOC(F)(F)F)O)C1 (2R,4R)-6-chloro-4-hydroxy-N-(4-{4-[3-(trifluoromethoxy)propoxy]-1H-pyrazol-1-yl}bicyclo[2.1.1]hexan-1-yl)-3,4-dihydro-2H-1-benzopyran-2-carboxamide